C(C)C(C(=O)[O-])CCCC.[Nb+4].C(C)C(C(=O)[O-])CCCC.C(C)C(C(=O)[O-])CCCC.C(C)C(C(=O)[O-])CCCC niobium (IV) 2-ethylhexanoate